N-(4-(6-(((3aR,5s,6aS)-2-((tetrahydro-2H-pyran-4-yl)methyl-d2)octahydrocyclopenta[c]pyrrol-5-yl)amino)pyridazin-3-yl)phenyl)acetamide-2,2,2-d3 O1CCC(CC1)C(N1C[C@@H]2[C@H](C1)CC(C2)NC2=CC=C(N=N2)C2=CC=C(C=C2)NC(C([2H])([2H])[2H])=O)([2H])[2H]